C(#C)C1=C2C(=CC(=CC2=CC=C1F)O)C=1N=C2C3=C(N=C(C(=C3C1F)C)C)N1C(C(O2)CF)C2CCC(C1)N2 5-ethynyl-6-fluoro-4-(1-fluoro-5-(fluoromethyl)-13,14-dimethyl-5a,6,7,8,9,10-hexahydro-5H-6,9-epiminoazepino[2',1':3,4][1,4]oxazepino[5,6,7-ij][2,7]naphthyridin-2-yl)naphthalen-2-ol